ClC=1C=C(C(=CC1)C1=CC=C(C=C1)S(=O)(=O)CC1CCC(CC1)(C)O)C#N 4-Chloro-4'-((trans-4-hydroxy-4-methylcyclohexyl)methanesulfonyl)-(1,1'-biphenyl)-2-carbonitrile